CC1=CC=C(C=C1)NC(=N)NC(=N)N 1-(4-methylphenyl)biguanide